N-((7R)-7-hydroxy-5,6,7,8-tetrahydronaphthalen-1-yl)acetamide O[C@@H]1CCC=2C=CC=C(C2C1)NC(C)=O